(E)-1-(2-chlorostyryl)isoquinolineCrotonic acid acetoacetate C(CC(=O)C)(=O)O.ClC1=C(C=CC2(NC=CC3=CC=CC=C23)C/C=C/C(=O)O)C=CC=C1